C(C)(C)(C)OC(=O)N1CCC(=CC1)C=1C=C(SC1)C(=O)NC1=CC(=C(C=C1)C=1CCN(CC1)C(=O)OC(C)(C)C)OC tert-butyl 4-[4-(4-{1-[(tert-butoxy) carbonyl]-1,2,3,6-tetrahydropyridin-4-yl}thiophene-2-amido)-2-methoxyphenyl]-1,2,3,6-tetrahydropyridine-1-carboxylate